ClC1=CC=C(OCC(=O)N2CC3=C(CC2)SC(=C3)C3=NOC(=N3)C(F)(F)F)C=C1 2-(4-chlorophenoxy)-1-(2-(5-(trifluoromethyl)-1,2,4-oxadiazol-3-yl)-6,7-dihydrothieno[3,2-c]pyridin-5(4H)-yl)ethan-1-one